CN1CCNCC1=O methyl-6-oxopiperazine